(+)-pantothenic acid CC(C)(CO)[C@H](C(=O)NCCC(=O)O)O